C1CCO1 1,3-propylene oxide